4-[2-[(2R)-3-(3,4-dihydro-1H-isoquinolin-2-yl)-2-hydroxy-propyl]-1-oxo-3,4-dihydroisoquinolin-6-yl]piperazine-1-carbonitrile C1N(CCC2=CC=CC=C12)C[C@H](CN1C(C2=CC=C(C=C2CC1)N1CCN(CC1)C#N)=O)O